N-[5-ethyl-4-(2-isobutylphenyl)-6-[3-(4-methylpiperazin-1-yl)phenoxy]pyrimidin-2-yl]-1-methyl-pyrazole-4-sulfonamide C(C)C=1C(=NC(=NC1OC1=CC(=CC=C1)N1CCN(CC1)C)NS(=O)(=O)C=1C=NN(C1)C)C1=C(C=CC=C1)CC(C)C